[Na+].C1(CCCCC1)C=1C(=CC(=C(C(=O)[O-])C1)C)O 5-cyclohexyl-4-hydroxy-2-methylbenzoic acid, sodium salt